(1-(3-(azetidin-3-yl)-1-(4-(trifluoromethoxy)phenyl)-1H-pyrazolo[3,4-b]pyridin-4-yl)azetidin-3,3-diyl)dimethanol N1CC(C1)C1=NN(C2=NC=CC(=C21)N2CC(C2)(CO)CO)C2=CC=C(C=C2)OC(F)(F)F